C(C)(C)C1=C(OC=2C(=NC(=NC2)N)N)C=C(C(=C1)OC)C=C 5-(2-Isopropyl-4-methoxy-5-vinyl-phenoxy)-pyrimidine-2,4-diamine